C(CC#C)O[C@@H]1[C@H]([C@H]([C@@H]([C@H](O1)CCS(=O)(=O)NC(C)=O)O)O)O N-((2-((2R,3S,4S,5S,6S)-6-(but-3-yn-1-yloxy)-3,4,5-trihydroxytetrahydro-2H-pyran-2-yl)ethyl)sulfonyl)acetamide